FC(C(C(S(=O)(=O)O)(F)F)(F)F)(C(F)(F)F)F nonafluoro-n-butyl-sulfonic acid